N-(2-chloro-6-methylphenyl)-2-((6-(4-(2-(dimethylamino)-2-oxoacetyl)piperazin-1-yl)-2-methylpyrimidin-4-yl)amino)thiazole-5-carboxamide ClC1=C(C(=CC=C1)C)NC(=O)C1=CN=C(S1)NC1=NC(=NC(=C1)N1CCN(CC1)C(C(=O)N(C)C)=O)C